C(C1=CC=CC=C1)N(C1CCC(CC1)(O)CC)CC1=CC=CC=C1 trans-4-(dibenzylamino)-1-ethylcyclohexan-1-ol